tert-Butyl 2-(2-formylphenyl)morpholine-4-carboxylate C(=O)C1=C(C=CC=C1)C1CN(CCO1)C(=O)OC(C)(C)C